N1C(=NC2=C1C=CC=C2)CNC2=NC(=NC=1N2N=CC1CC)N1CCOCC1 N-(1H-benzimidazol-2-ylmethyl)-8-ethyl-2-(morpholin-4-yl)pyrazolo[1,5-a][1,3,5]triazin-4-amine